FC(N1N=CC(=C1)C=1C=NN2C1N=C(C=C2)NC(C)C2=C(C=CC(=C2)F)OCCF)F 3-(1-(difluoromethyl)-1H-pyrazol-4-yl)-N-(1-(5-fluoro-2-(2-fluoroethoxy)phenyl)ethyl)pyrazolo[1,5-a]pyrimidine-5-amine